benzyl 4-[1-(2,6-dioxo-3-piperidyl)indolin-4-yl]piperazine-1-carboxylate O=C1NC(CCC1N1CCC2=C(C=CC=C12)N1CCN(CC1)C(=O)OCC1=CC=CC=C1)=O